2-(3,4-dichlorophenylacetyl)hydrazinecarboxylate ClC=1C=C(C=CC1Cl)CC(=O)NNC(=O)[O-]